FC(C1=CC=C(C=C1)C1CC(C1)OC=1C=C2C(=CNC2=CC1)NC(=O)C1CC2(COC2)C1)(F)F N-{5-[(1R,3R)-3-[4-(trifluorometh-yl)phenyl]cyclobutoxy]-1H-indol-3-yl}-2-oxaspiro-[3.3]heptane-6-carboxamide